C(CCC)[SiH](OC1=CC=CC=C1)CCCC di-butylphenoxysilane